4-(4-(benzyloxy)phenyl)piperidine-1-carboxylic acid tert-butyl ester C(C)(C)(C)OC(=O)N1CCC(CC1)C1=CC=C(C=C1)OCC1=CC=CC=C1